2-((1r,4r)-4-aminocyclohexyl)acetonitrile NC1CCC(CC1)CC#N